4-((2-Bromo-6-fluoro-3-methyl-4-nitrophenyl)thio)picolinonitrile BrC1=C(C(=CC(=C1C)[N+](=O)[O-])F)SC1=CC(=NC=C1)C#N